[Si]([O-])([O-])([O-])O.[Y+3] Yttrium monosilicate